IC1=CN(C2=C1N(C(C=C2)=O)CC(F)(F)F)S(=O)(=O)C2=CC=C(C=C2)C 3-iodo-1-(4-methylbenzenesulfonyl)-4-(2,2,2-trifluoroethyl)-1H,4H,5H-pyrrolo[3,2-b]pyridin-5-one